C(C1=CC=CC=C1)C1CC(=NO1)COCC=1N=C(SC1Cl)C 5-benzyl-3-(((5-chloro-2-methylthiazol-4-yl)methoxy)methyl)-4,5-dihydroisoxazole